COCC1=C(C=C(C=N1)N1CCN(CC1)C(=O)OCC1=CC=CC=C1)B1OC(C(O1)(C)C)(C)C benzyl 4-[6-(methoxymethyl)-5-(4,4,5,5-tetramethyl-1,3,2-dioxaborolan-2-yl)pyridin-3-yl]piperazine-1-carboxylate